N-(5-(((2S,4R)-4-((6-methoxypyrimidin-4-yl)oxy)-2-methylpyrrolidin-1-yl)methyl)thiazol-2-yl-4-d)acetamide COC1=CC(=NC=N1)O[C@@H]1C[C@@H](N(C1)CC1=C(N=C(S1)NC(C)=O)[2H])C